Cl.FC(COC1=CC(=NC=N1)CN)(F)F (6-(2,2,2-trifluoroethoxy)pyrimidin-4-yl)methylamine hydrochloride